C(C)S(=O)(=O)C1=CC(=C(C(=O)O)C=C1)N1CCC2(CC2)CC1 4-(ethylsulfonyl)-2-(6-azaspiro[2.5]octane-6-yl)benzoic acid